7-(1,5-dimethyl-1H-pyrazole-4-yl)-8-fluoro-4-(4-((methylamino)methyl)-5-(tetrahydro-2H-pyran-4-yl)thiazol-2-yl)isoquinolin-1-amine CN1N=CC(=C1C)C1=CC=C2C(=CN=C(C2=C1F)N)C=1SC(=C(N1)CNC)C1CCOCC1